C(C)(=O)C1=C(C=C(C=C1)C)NC(C(=O)N)C1=C(C=CC=C1Cl)Cl ((2-acetyl-5-methylphenyl)amino)-2,6-dichloro-phenylacetamide